N-[2-(2-phenyl-1H-indol-3-yl)ethyl]acetamide C1(=CC=CC=C1)C=1NC2=CC=CC=C2C1CCNC(C)=O